FC1=CC=C(C=C1)C=1C=C2C(=C(C(N(C2=NC1)CCN1CC(C1)OC)=O)C(=O)NC1CC2(CC2)C1)O 6-(4-fluorophenyl)-4-hydroxy-1-(2-(3-methoxyazetidin-1-yl)ethyl)-2-oxo-N-(spiro[2.3]hexan-5-yl)-1,2-dihydro-1,8-naphthyridine-3-carboxamide